N[C@@H](C)C1=NC=NN1C=1SC(=CN1)C(=O)N(C)C 2-{5-[(1S)-1-aminoethyl]-1H-1,2,4-triazol-1-yl}-N,N-dimethyl-1,3-thiazole-5-carboxamide